FC1(CC1)CNC=1C=C(C(=O)OC)C=CC1[N+](=O)[O-] methyl 3-(((1-fluorocyclopropyl) methyl) amino)-4-nitrobenzoate